2-(6-bromo-2-(3,6-dihydro-2H-pyran-4-yl)-5-ethyl-7-oxo-[1,2,4]triazolo[1,5-a]pyrimidin-4(7H)-yl)-N-(3-fluoro-2-methyl-4-(trifluoromethyl)phenyl)acetamide BrC1=C(N(C=2N(C1=O)N=C(N2)C=2CCOCC2)CC(=O)NC2=C(C(=C(C=C2)C(F)(F)F)F)C)CC